methyl 2-(4-cyclobutyl-1H-pyrazol-1-yl)-5-nitrobenzoate C1(CCC1)C=1C=NN(C1)C1=C(C(=O)OC)C=C(C=C1)[N+](=O)[O-]